1-(6-(4-chlorophenyl)-2-(pyridin-3-yl)pyrimidin-4-yl)piperidin-4-ol ClC1=CC=C(C=C1)C1=CC(=NC(=N1)C=1C=NC=CC1)N1CCC(CC1)O